tert-butyl (3-((2-((2-oxo-1,2,3,4-tetrahydroquinolin-6-yl)amino)-5-(trifluoromethyl)pyrimidin-4-yl)amino)propyl)carbamate O=C1NC2=CC=C(C=C2CC1)NC1=NC=C(C(=N1)NCCCNC(OC(C)(C)C)=O)C(F)(F)F